magnesium-lithium alloyl-aluminum C(C=C)(=O)[Al].[Li].[Mg]